NC(CCS(=O)(=O)O)CN 3,4-diaminobutanesulfonic acid